methyl 3-(3-(hydroxymethyl)-4-methylphenyl)-2,2-dimethyl-3-(8-methyl-3-(trifluoromethyl)-[1,2,4]triazolo[4,3-a]pyridin-7-yl)propanoate OCC=1C=C(C=CC1C)C(C(C(=O)OC)(C)C)C1=C(C=2N(C=C1)C(=NN2)C(F)(F)F)C